4-(5-chloro-2-fluorophenyl)-2-(2-chlorophenyl)-5-(pyridin-3-ylmethyl)-1H-pyrazolo[4,3-c]pyridine-3,6(2H,5H)-dione ClC=1C=CC(=C(C1)C=1N(C(C=C2C1C(N(N2)C2=C(C=CC=C2)Cl)=O)=O)CC=2C=NC=CC2)F